eicosanone CC(CCCCCCCCCCCCCCCCCC)=O